C(=O)OCCCS mercaptopropyl formate